COC(C1=C(C=C(C=C1)N1CC2(C1)CN(C2)CCC2=CC=C(C=C2)Br)F)=O 4-[6-[2-(4-bromophenyl)ethyl]-2,6-diazaspiro[3.3]hept-2-yl]-2-fluorobenzoic acid methyl ester